6-iodo-3-[(2R,3R)-3-(2,4-difluorophenyl)-3-hydroxy-4-(1,2,4-triazol-1-yl)-2-butyl]1,2,3-benzotriazin-4-one IC=1C=CC2=C(C(N(N=N2)[C@H](C)[C@@](CN2N=CN=C2)(O)C2=C(C=C(C=C2)F)F)=O)C1